C(C)OC=1C(=CC2=CN(N=C2C1)C)C(=O)NC1=CC=C(N=N1)N1CC(N(CC1)C(=O)[O-])(C)C 4-(6-(6-ethoxy-2-methyl-2H-indazole-5-carboxamido) pyridazin-3-yl)-2,2-dimethylpiperazine-1-carboxylate